OC1=C2C(C=C(OC2=C(C=C1CC1OC1)CC1OC1)C(=O)OCC)=O ethyl 5-hydroxy-6,8-di(oxiran-2-ylmethyl)-4-oxo-4h-chromene-2-carboxylate